C(C)OC1=C(C=C2CC(N(C(C2=C1)CCC1=CNC2=CC=C(C=C12)OC)C(=O)N1CCOCC1)O)OC (7-ethoxy-3-hydroxy-6-methoxy-1-(2-(5-methoxy-1H-indol-3-yl)ethyl)-3,4-dihydroisoquinolin-2(1H)-yl)(morpholinyl)methanone